FC1=C(C=CC=2SC=CC21)CNC(=O)[C@H]2N(CCN(C2)C=2C=1C(N=CN2)=NN(C1)C1=CC=C(C=C1)C(F)(F)F)C (S)-N-((4-fluorobenzo[b]thiophen-5-yl)methyl)-1-methyl-4-(2-(4-(trifluoromethyl)phenyl)-2H-pyrazolo[3,4-d]pyrimidin-4-yl)piperazine-2-carboxamide